C(C)OC(C(=C)CS(=O)(=O)C1=CC=C(C)C=C1)=O 2-(toluene-4-sulfonylmethyl)-acrylic acid ethyl ester